C(C=C)(=O)NC1[C@@H]2CN(C[C@H]12)C(=O)OC(C)(C)C tert-Butyl (1R,5S)-6-(prop-2-enoylamino)-3-azabicyclo[3.1.0]hexane-3-carboxylate